C(O)(O)=O.C(C)C(=C=C)CC 1,1-diethyl-2-methylene ethylene carbonate